4-(9-anthryl)-2,2':6',2''-terpyridyl ruthenium [Ru].C1=CC=CC2=CC3=CC=CC=C3C(=C12)C1=CC(=NC=C1)C1=NC(=CC=C1)C1=NC=CC=C1